methyltertiary butylether COC(C)(C)C